C1(=CC=CC=C1)P(=O)(C1=CC=CC=C1)C1=C([O-])C=CC=C1.[Li+] lithium 2-(diphenylphosphoryl)phenoxide